4'-(bis(4-methoxyphenyl)amino)-4-hydroxy-[1,1'-biphenyl]-3-carboxaldehyde COC1=CC=C(C=C1)N(C1=CC=C(C=C1)C1=CC(=C(C=C1)O)C=O)C1=CC=C(C=C1)OC